2-(2-(difluoromethyl)pyridin-3-yl)-7-methyl-9-(4-(1-methyl-4-(trifluoromethyl)-1H-imidazol-2-yl)benzyl)-7,9-dihydro-8H-purin-8-one FC(C1=NC=CC=C1C1=NC=C2N(C(N(C2=N1)CC1=CC=C(C=C1)C=1N(C=C(N1)C(F)(F)F)C)=O)C)F